1-(2-(Prop-1-en-2-yl)pyrimidin-5-yl)ethan-1-one C=C(C)C1=NC=C(C=N1)C(C)=O